N1C(CCCCC1)COC1=C2C(=NC(=NC2=C(C(=C1Cl)Br)F)SC)O (azepan-2-ylmethoxy)-7-bromo-6-chloro-8-fluoro-2-(methylthio)quinazolin-4-ol